(S)-3-(benzofuran-7-yloxy)-N,N-dimethyl-3-(thien-2-yl)propan-1-amine O1C=CC2=C1C(=CC=C2)O[C@@H](CCN(C)C)C=2SC=CC2